BrCC1CCC(CC1)(F)F 4-(bromomethyl)-1,1-difluoro-cyclohexane